(6-cyclopropyl-2-((5-((1S*,2S*)-2-(4-methylpyrimidin-2-yl)cyclopropyl)-3H-imidazo[4,5-b]pyridin-3-yl)methyl)imidazo[1,2-a]pyridin-8-yl)-3-methylimidazolidine-2,4-dione C1(CC1)C=1C=C(C=2N(C1)C=C(N2)CN2C=NC=1C2=NC(=CC1)[C@@H]1[C@H](C1)C1=NC=CC(=N1)C)N1C(N(C(C1)=O)C)=O |o1:22,23|